BrC1=CC2=C(N(CC(C=C2C2=CC=CC=C2)(F)F)C)C=C1 7-bromo-3,3-difluoro-1-methyl-5-phenyl-1,3-dihydro-2H-benzo[b]azepin